COC=1C=C(C=CC1N)C1=CC(=C(N)C=C1)OC 3,3'-dimethoxybenzidine